N'-[2-(dimethylamino)ethyl]-N,N-dimethylethylenediamine CN(C)CCNCCN(C)C